P(=O)([O-])([O-])[O-].[K+].[V+5].[Sn+4] tin vanadium potassium phosphate